4-Bromo-1-(fluoromethyl)-1H-1,2,3-triazole BrC=1N=NN(C1)CF